N=1ON=C2C1N=CC(=N2)N [1,2,5]OXADIAZOLO[3,4-B]PYRAZIN-5-AMINE